4,4,5,5-tetramethyl-2-((tetrahydro-4H-pyran-4-ylidene)methyl)-1,3,2-dioxaborolane CC1(OB(OC1(C)C)C=C1CCOCC1)C